ClC1=C(N)C=CC(=C1)OC1=CC2=C(N(N=N2)C)C=C1 2-chloro-4-((1-methyl-1H-benzo[d][1,2,3]triazol-5-yl)-oxy)aniline